Methyl-amylketone CC(=O)CCCCC